NC=1C=2N(C3=CC(=C(C=C3N1)F)C(=O)N([C@@H]1COCC3=NC(=CC=C31)C(F)(F)F)C)C(=NC2)C (S)-4-amino-7-fluoro-N,1-dimethyl-N-(2-(trifluoromethyl)-5,8-dihydro-6H-pyrano[3,4-b]pyridin-5-yl)imidazo[1,5-a]quinoxaline-8-carboxamide